FC1=CC2=C(C(=NO2)C2CCN(CC2)CCN2C(C=3N(C=C2)C(=NC3)C)=O)C=C1 7-{2-[4-(6-fluoro-benzo[d]isoxazol-3-yl)-piperidin-1-yl]-ethyl}-3-methyl-7H-imidazo[1,5-a]pyrazin-8-one